[N+](=O)([O-])C1=CC=C(C=C1)C(\C=C\C1=CC=CC=C1)=O (E)-1-(4-nitrophenyl)-3-phenylpropan-2-en-1-one